4-(2-(5-bromo-1H-indazol-1-yl)ethyl)morpholine BrC=1C=C2C=NN(C2=CC1)CCN1CCOCC1